O=C1N(C(C2=CC=CC=C12)=O)CCCC=O 4-(1,3-dioxoisoindol-2-yl)butyraldehyde